(R)-2,2-difluoro-3-methylene-2,3-dihydrodispiro[indene-1,1'-cyclohexane-3',2''-[1,3]dioxolane] FC1(C(C2=CC=CC=C2[C@@]12CC1(OCCO1)CCC2)=C)F